6-{(1S)-2-[4,6-bis(trifluoromethyl)-1,3,5-triazin-2-yl]-6-chloro-2,3,4,9-tetrahydro-1H-pyrido[3,4-b]indol-1-yl}hexanamide FC(C1=NC(=NC(=N1)C(F)(F)F)N1[C@H](C=2NC3=CC=C(C=C3C2CC1)Cl)CCCCCC(=O)N)(F)F